[(1S,2S)-2-(tert-butoxycarbonylamino)cyclobutyl]methyl 4-methylbenzenesulfonate CC1=CC=C(C=C1)S(=O)(=O)OC[C@@H]1[C@H](CC1)NC(=O)OC(C)(C)C